FC(C=1C=CC=2N(N1)C(=CN2)C2=CC(=NC=N2)N2CC(CCC2C)CNS(=O)(=O)C)F N-((1-(6-(6-(Difluoromethyl)imidazo[1,2-b]pyridazin-3-yl)pyrimidin-4-yl)-6-methylpiperidin-3-yl)methyl)methanesulfonamide